4-[5-(2-amino-1-hydroxy-2-methylpropyl)pyridin-2-yl]-3-(5-butyl-2-methylpyrazol-3-yl)oxybenzonitrile NC(C(O)C=1C=CC(=NC1)C1=C(C=C(C#N)C=C1)OC=1N(N=C(C1)CCCC)C)(C)C